N-(2-(5,5-difluoro-1,3-dioxan-2-yl)-4-(2,5-difluorophenyl)pyridin-3-yl)-2-isopropylpyrimidine-5-carboxamide FC1(COC(OC1)C1=NC=CC(=C1NC(=O)C=1C=NC(=NC1)C(C)C)C1=C(C=CC(=C1)F)F)F